ClC1=C(C=CC(=C1)F)[C@H]1C(=C(NC(=N1)C=1SC=CN1)CN1C[C@@H]2N(CC1)C(N(C2)C2=CC=C(C=C2)CCC(=O)O)=O)C(=O)OC 3-(4-((S)-7-(((R)-6-(2-chloro-4-fluorophenyl)-5-(methoxycarbonyl)-2-(thiazol-2-yl)-3,6-dihydropyrimidin-4-yl)methyl)-3-oxohexahydroimidazo[1,5-a]pyrazin-2(3H)-yl)phenyl)propanoic acid